BrC=1C=C(C(=NC1)C(=O)NCC1(CC1)F)Cl 5-Bromo-3-chloro-N-[(fluorocyclopropyl)methyl]pyridine-2-carboxamide